ClCC(C(C)C=1C(=C(C=CC1)CCC(=O)OCC)F)=O ethyl 3-[3-(3-chloro-1-methyl-2-oxo-propyl)-2-fluoro-phenyl]propanoate